tert-butyl 7'-fluoro-6'-iodo-3',4'-dihydro-1'H-spiro[pyrrolidine-3,2'-[1,8]naphthyridine]-1-carboxylate FC1=C(C=C2CCC3(NC2=N1)CN(CC3)C(=O)OC(C)(C)C)I